[O-2].[O-2].[O-2].[Ga+3].[Ga+3] DIGALLIUM TRIOXID